OC1=CC=C(C=C1)C(C)(C)C1=CC=C(C=C1)O 2,2-bis(4-hydroxyphenyl)-propane